5,6-dihydronaphthalen-2-ol C1=C(C=CC=2CCC=CC12)O